BrC1=CC=C(C(=O)NC(C(Cl)(Cl)Cl)O)C=C1 4-bromo-N-(2,2,2-trichloro-1-hydroxyethyl)benzamide